N1=CC=C(C=C1)C=1C=CC=2N(N1)C(=CN2)C2=CC(=CC=C2)OC(F)(F)F 6-(Pyridin-4-yl)-3-(3-(trifluoromethoxy)phenyl)imidazo[1,2-b]pyridazine